7-bromo-6-methoxy-4-(2-(2-oxopyrrolidin-1-yl)ethyl)-2H-benzo[b][1,4]oxazin-3(4H)-one BrC=1C(=CC2=C(OCC(N2CCN2C(CCC2)=O)=O)C1)OC